C(C)(C)(C)OC(N(C1CN(C1)C1=NC=C(C=C1NS(=O)(=O)C)C1=CC=2C3=C(C=NC2C=C1)N(C(C31CCC1)=O)C)C)=O tert-Butyl-methyl(1-(5-(3'-methyl-2'-oxo-2',3'-dihydro-spiro[cyclobutane-1,1'-pyrrolo[2,3-c]quinolin]-8'-yl)-3-(methylsulfon amido)pyridin-2-yl)azetidin-3-yl)carbamate